CC1=CC=C(C=C1)S(=O)(=O)OCCOCCOCCOCCOCCOCCOCCOC1=CC(=CC=C1)CC(=O)NC=1SC(=C(N1)C=1C=C2C=CN(C2=CC1)C(C1=C(C=CC=C1)C)=O)C 20-(3-(2-((5-methyl-4-(1-(2-methylbenzoyl) indol-5-yl) thiazol-2-yl) amino)-2-oxoethyl) phenoxy)-3,6,9,12,15,18-hexa-oxaeicosyl 4-methylbenzenesulfonate